N-[5-bromo-6-fluoro-3-[2-(trimethyl-silyl)ethynyl]pyridin-2-yl]acetamide Ammonium Chloride Potassium [K].[Cl-].[NH4+].BrC=1C=C(C(=NC1F)NC(C)=O)C#C[Si](C)(C)C